(chloromethyl)-2,6-diethoxy-4'-fluoro-1,1'-biphenyl ClCC=1C(=C(C(=CC1)OCC)C1=CC=C(C=C1)F)OCC